C(=O)O.NC1CCN(CC1)C(=O)N1CCN(CC1)C(=O)C1=C(C=C(C=C1)NC(=O)C=1N(C(=CN1)C=1C(=NN(C1)C1CC1)C(F)(F)F)C)Cl N-(4-(4-(4-aminopiperidine-1-carbonyl)piperazine-1-carbonyl)-3-chlorophenyl)-5-(1-cyclopropyl-3-(trifluoromethyl)-1H-pyrazol-4-yl)-1-methyl-1H-imidazole-2-carboxamide formate